C1(=C(O)C(=CC(CC=C)=C1)CC(=O)[O-])OC eugenol-acetate